Cl.ClC=1C=C(NC2C(NC(CC2)=O)=O)C=CC1C1CCNCC1 3-[3-chloro-4-(4-piperidyl)anilino]piperidine-2,6-dione HCl salt